C(C)OC(=O)C1=CC2=C(S1)C(=C(C=C2)Br)C#N 6-bromo-7-cyanobenzo[b]thiophene-2-carboxylic acid ethyl ester